(1S,2R,5R)-5-(4-amino-1H-imidazo[4,5-c]pyridin-1-yl)-3-(hydroxymethyl)cyclopent-3-ene-1,2-diol hydrochloride Cl.NC1=NC=CC2=C1N=CN2[C@@H]2C=C([C@H]([C@H]2O)O)CO